IC=1[C@]2(C)[C@@H](CC1)[C@@H]1CC=C3C[C@H](CC[C@]3(C)[C@H]1CC2)O 17-iodo-androsta-5,16-dien-3beta-ol